O\N=C(\N(C1=CC2=C(N=C(O2)C)C=C1)C)/C=1N=NC(=CC1)N(C1CCNCC1)C (E)-N'-hydroxy-N-methyl-6-(methyl(piperidin-4-yl)amino)-N-(2-methylbenzo[d]oxazol-6-yl)pyridazine-3-carboximidamide